2-({[(4-bromophenyl)amino]carbonyl}amino)-3-(1H-indol-3-yl)propanoic acid BrC1=CC=C(C=C1)NC(=O)NC(C(=O)O)CC1=CNC2=CC=CC=C12